C(C)OC(=O)C1=CC(=NN1)C1=CC(=CC=C1)Cl 3-(3-Chlorophenyl)-1H-pyrazole-5-carboxylic acid ethyl ester